dibenzyl (R)-2-oxoimidazolidine-1,5-dicarboxylate O=C1N([C@H](CN1)C(=O)OCC1=CC=CC=C1)C(=O)OCC1=CC=CC=C1